C(C)(C)(C)OC(CC(F)(F)F)F tetrafluoropropyl tertiary butyl ether